BrC1=CC2=C(NC3=C2N=CN=C3Cl)C=N1 8-Bromo-4-chloro-5H-pyrido[4',3':4,5]pyrrolo[3,2-d]pyrimidine